ClC=1C=C(C=CC1F)C(C=1NC(=C(N1)S(=O)(=O)C)C)OC1CC(C1)CC(F)(F)F 2-[(3-chloro-4-fluorophenyl)-[3-(2,2,2-trifluoroethyl)cyclobutyl]oxymethyl]-5-methyl-4-methylsulfonyl-1H-imidazole